(S)-9-amino-1,2,4,4a,5,6-hexahydro-3H-benzo[b]pyrazino[1,2-d][1,4]oxazepine-3-carboxylic acid tert-butyl ester C(C)(C)(C)OC(=O)N1C[C@H]2N(C3=C(OCC2)C=C(C=C3)N)CC1